7-bromo-8-iodo-6-(trifluoromethyl)quinazoline-2,4(1H,3H)-dione BrC1=C(C=C2C(NC(NC2=C1I)=O)=O)C(F)(F)F